(S)-(3-(1-amino-1,3-dihydrospiro[indene-2,4'-piperidine]-1'-yl)-6-(3-(oxazol-2-ylamino)prop-1-yn-1-yl)pyrazin-2-yl)methanol N[C@@H]1C2=CC=CC=C2CC12CCN(CC2)C=2C(=NC(=CN2)C#CCNC=2OC=CN2)CO